NC=1C=CC(=C2CN(C(C12)=O)CC(=C)C#N)C=1C=C(C=2C=NN(C2C1)C)C(=O)NC1=CC(=CC=C1)OC 6-[7-amino-2-(2-cyano-2-methylideneethyl)-1-oxo-2,3-dihydro-1H-isoindol-4-yl]-N-(3-methoxyphenyl)-1-methyl-1H-indazole-4-carboxamide